2-((3-cyano-2-methoxyphenyl)amino)-6-cyclopropyl-nicotinonitrile C(#N)C=1C(=C(C=CC1)NC1=C(C#N)C=CC(=N1)C1CC1)OC